N-[4-(1,3-dioxolan-2-yl)phenyl]-4-methoxyaniline O1C(OCC1)C1=CC=C(C=C1)NC1=CC=C(C=C1)OC